6-phosphoglucono-1,5-lactone P(=O)(O)(O)OC[C@@H]1[C@H]([C@@H]([C@H](C(=O)O1)O)O)O